NC1=NC=CC(=N1)C=1C=C(C=CC1O)C1=C(C=C(C=C1)NC(=O)C=1C(N(N(C1C)C)C1=CC=CC=C1)=O)F N-(3'-(2-aminopyrimidin-4-yl)-2-fluoro-4'-hydroxy-[1,1'-biphenyl]-4-yl)-1,5-dimethyl-3-oxo-2-phenyl-2,3-dihydro-1H-pyrazole-4-carboxamide